rac-5-[(2S,5S)-4-methoxy-5-methyl-2-piperidyl]-1,3-Benzothiazole CO[C@@H]1C[C@H](NC[C@@H]1C)C=1C=CC2=C(N=CS2)C1 |&1:2|